N-((1-(2,2-difluoroethyl)-3,5-diisopropyl-1H-pyrazol-4-yl)carbamoyl)-6,7-dihydro-5H-pyrazolo[5,1-b][1,3]oxazine-3-sulfonamide FC(CN1N=C(C(=C1C(C)C)NC(=O)NS(=O)(=O)C=1C=NN2C1OCCC2)C(C)C)F